ClC1=CC2=C(N=C(O2)C23CC(C2)(C3)C(=O)NC(=O)C3=CC(=NC=C3)S(=O)(=O)C3CC3)C=C1 N-[3-(6-chloro-1,3-benzoxazol-2-yl)-1-bicyclo[1.1.1]pentanoyl]-2-cyclopropylsulfonyl-pyridine-4-carboxamide